4-[[3-[2,3-difluoro-4-[1-(2-methoxyethyl)-3-methyl-pyrazol-4-yl]phenyl]imidazo[1,2-a]pyrazin-8-yl]amino]-2-ethyl-N-(4-piperidylmethyl)benzamide FC1=C(C=CC(=C1F)C=1C(=NN(C1)CCOC)C)C1=CN=C2N1C=CN=C2NC2=CC(=C(C(=O)NCC1CCNCC1)C=C2)CC